NC1CCC(CC1)N(C(NC=1SC(=CN1)C#CC=1C=C(C(=O)NC2=NC=CC(=C2)C(F)(F)F)C=CC1C)=O)C 3-((2-(3-(4-aminocyclohexyl)-3-methylureido)thiazol-5-yl)ethynyl)-4-methyl-N-(4-(trifluoromethyl)pyridin-2-yl)benzamide